4-cyclopropyl-7-methoxy-2-[[(2s)-4-methyl-2-propan-2-ylpiperazin-1-yl]methyl]-1H-pyrrolo[2,3-c]pyridine C1(CC1)C1=C2C(=C(N=C1)OC)NC(=C2)CN2[C@H](CN(CC2)C)C(C)C